FC1(CN(CCC1)C1=NC(=NC2=NC(=C(N=C12)C)C)N1C[C@@H](OCC1)C=1C=NN(C1)C)F 4-(3,3-difluoro-1-piperidinyl)-6,7-dimethyl-2-((2S)-2-(1-methyl-1H-pyrazol-4-yl)-4-morpholinyl)pteridine